CC=1C=C(C=C(C1)C)O 3,5-Dimethylphenol